((5R,8S)-8-((tert-butyldimethylsilyl)oxy)-1-chloro-5,6,7,8-tetrahydroisoquinolin-5-yl)methyl carbamate C(N)(OC[C@H]1C=2C=CN=C(C2[C@H](CC1)O[Si](C)(C)C(C)(C)C)Cl)=O